N-(4-(6-(1-(but-2-enoyl)-1H-pyrazol-4-yl)pyrrolo[2,1-f][1,2,4]triazin-4-yl)-2-methylbenzyl)-5-(tert-butyl)-1,2,4-oxadiazole-3-carboxamide C(C=CC)(=O)N1N=CC(=C1)C=1C=C2C(=NC=NN2C1)C1=CC(=C(CNC(=O)C2=NOC(=N2)C(C)(C)C)C=C1)C